(S)-2-Amino-2-((1s,4R)-4-methylcyclohexyl)-N-(4-(((S)-2-oxo-4-(trifluoromethyl)-imidazolidin-1-yl)methyl)pyridin-2-yl)acetamide N[C@H](C(=O)NC1=NC=CC(=C1)CN1C(N[C@@H](C1)C(F)(F)F)=O)C1CCC(CC1)C